4-[3-(1-ethyl-3-methyl-1H-pyrazol-5-yl)-1H-1,2,4-triazol-5-yl]-1-[2-(2-oxa-5-azabicyclo[2.2.2]octan-5-yl)ethyl]-1H-indazole-6-carboxamide C(C)N1N=C(C=C1C1=NNC(=N1)C1=C2C=NN(C2=CC(=C1)C(=O)N)CCN1C2COC(C1)CC2)C